N1C=CC2=CC=C(C=C12)NC(NC(C(=O)N(C)C)CC1=CC2=C(SCCN2CC2=CC=CC=C2)C=C1)=O (3-(1H-indol-6-yl)ureido)-3-(4-benzyl-3,4-dihydro-2H-benzo[b][1,4]thiazin-6-yl)-N,N-dimethylpropionamide